tert-butyl 3-formyl-7-methyl-5-oxo-5,6,7,9-tetrahydropyrazolo[1,5-a]pyrido[4,3-e]pyrimidine-8(4H)-carboxylate C(=O)C=1C=NN2C1NC(C1=C2CN(C(C1)C)C(=O)OC(C)(C)C)=O